CC1=NN(C(=N1)C)C1=NC=C(C(=C1)N1CCN(CC1)C(=O)N1N=CC[C@H]1C=1C=C(C#N)C=C(C1)F)F (S)-3-(1-(4-(2-(3,5-dimethyl-1H-1,2,4-triazol-1-yl)-5-fluoropyridin-4-yl)piperazine-1-carbonyl)-4,5-dihydro-1H-pyrazol-5-yl)-5-fluorobenzonitrile